S(=O)(=O)(O)SSSS(=O)(=O)O.N[C@@H]1[C@@H](OCC12CCN(CC2)C2=C(N=C1C(=N2)NN=C1C1=C(C(=CC=C1)Cl)Cl)CO)C {6-[(3S,4S)-4-amino-3-methyl-2-oxa-8-azaspiro[4.5]decan-8-yl]-3-(2,3-dichlorophenyl)-1H-pyrazolo[3,4-b]pyrazin-5-yl}methanol Pentathionate